[C@H]12COC[C@@H]2C1N(C1=CC2=C(N=CN=C2N(C(OC(C)(C)C)=O)CC2=C(C=C(C=C2)OC)OC)C(=N1)C1=C(C(=CC=C1C)OCC1=CC=CC=C1)C)C([2H])([2H])[2H] tert-butyl ((S)-6-(((1R,5S,6r)-3-oxabicyclo[3.1.0]hexan-6-yl)(methyl-d3)amino)-8-(3-(benzyloxy)-2,6-dimethylphenyl)pyrido[3,4-d]pyrimidin-4-yl)(2,4-dimethoxybenzyl)carbamate